N1=CC=C(C2=CC=CC=C12)N1CCN(CC1)C(=O)C1CN(CCC1)S(=O)(=O)CCC(=O)[O-] 3-((3-(4-(quinolin-4-yl)piperazine-1-carbonyl)piperidin-1-yl)sulfonyl)propanoate